2-[(3-phenylphenyl)methyl-amino]-5-propyl-4H-[1,2,4]-triazolo[1,5-a]pyrimidin-7-one C1(=CC=CC=C1)C=1C=C(C=CC1)CNC1=NN2C(NC(=CC2=O)CCC)=N1